C(=O)(O)CCCCCNC(CCCCC(=O)O)=O 6-((5-carboxypentyl)amino)-6-oxohexanoic acid